NN1C=NC(=C1C(=O)N)C1=CC=C(C=C1)C(NC1=NC=CC(=C1)C)=O 1-amino-4-(4-((4-methylpyridin-2-yl)carbamoyl)phenyl)-1H-imidazole-5-carboxamide